ClC=1C=CC2=C(O[C@@H](CO2)COC2=CC=C(C=C2)[C@@H](CC(=O)O)C#CC)C1 (R)-3-(4-(((R)-7-chloro-2,3-dihydrobenzo[b][1,4]dioxin-2-yl)methoxy)phenyl)-4-hexynoic acid